N-{[4-methoxy-2-(trifluoromethyl)phenyl]methyl}-1-({4-[(4-methylpyrazol-1-yl)methyl]phenyl}methyl)-3-(trifluoromethyl)pyrazole-4-carboxamide COC1=CC(=C(C=C1)CNC(=O)C=1C(=NN(C1)CC1=CC=C(C=C1)CN1N=CC(=C1)C)C(F)(F)F)C(F)(F)F